N-(5-cyclopropyl-1H-pyrazol-3-yl)-2-(4-((2-methyl-1H-imidazol-1-yl)methyl)-2-azabicyclo[2.2.1]heptan-2-yl)pyrimidin-4-amine C1(CC1)C1=CC(=NN1)NC1=NC(=NC=C1)N1C2CCC(C1)(C2)CN2C(=NC=C2)C